FC=1C=CC(=C(C1)[C@@H](CC=C)NC(C)=O)OC (R)-N-(1-(5-fluoro-2-methoxyphenyl)-3-buten-1-yl)acetamide